thiopheneethylamine Thiocyanate [S-]C#N.S1C(=CC=C1)CCN